tert-butoxycarbonyl-N-[3-[[2-chloro-5-[[(1R,3R)-2,2-dichloro-3-[3-fluoro-5-(trifluoromethyl)phenyl]cyclopropanecarbonyl]amino]benzoyl]amino]-2,6-difluoro-phenyl]carbamate C(C)(C)(C)OC(=O)N(C([O-])=O)C1=C(C(=CC=C1F)NC(C1=C(C=CC(=C1)NC(=O)[C@@H]1C([C@H]1C1=CC(=CC(=C1)C(F)(F)F)F)(Cl)Cl)Cl)=O)F